C1=C(C=CC2=CC=CC=C12)[O-].[Bi+3].C1=C(C=CC2=CC=CC=C12)[O-].C1=C(C=CC2=CC=CC=C12)[O-] bismuth beta-naphtholate